1,1-DIMETHYL-2-PHENYLETHYL BUTYRATE C(CCC)(=O)OC(CC1=CC=CC=C1)(C)C